C(CCCCC)C1=C(O)C=CC=C1O n-Hexyl-Resorcinol